11β,21-dihydroxypregn-4-ene-3,20-dione O[C@@H]1[C@@H]2[C@]3(CCC(C=C3CC[C@H]2[C@@H]2CC[C@H](C(CO)=O)[C@]2(C1)C)=O)C